2,2-bis{3-tert-butyl-4-(2-hydroxyethoxy)phenyl}propane C(C)(C)(C)C=1C=C(C=CC1OCCO)C(C)(C)C1=CC(=C(C=C1)OCCO)C(C)(C)C